C(C)(C)(C)[Si](C)(C)OCC1=C(C(=NC=C1)N1CC=2N=C(N=CC2C1)C1CC1)F tert-butyl-[[2-(2-cyclopropyl-5,7-dihydropyrrolo[3,4-d]pyrimidin-6-yl)-3-fluoro-4-pyridinyl]methoxy]-dimethyl-silane